1,2-oxathiane 2,2-dioxide O1S(CCCC1)(=O)=O